P(=O)(OCC1=CC=CC=C1)(OCC1=CC=CC=C1)O[C@H]1CN(CC1)C(CCC1=CC(=CC=C1)OCCCCCCCCCCC)=O Dibenzyl (3R)-1-{3-[3-(undecyloxy)phenyl]propanoyl}pyrrolidin-3-yl phosphate